OC1C2CNCC(C1)N2C(=O)[O-] 6-hydroxy-3,8-diazabicyclo[3.2.1]octane-8-carboxylate